CN1C(=NC2=C1C=C(C=C2C)C2CCN(CC2)C2CC1CCC(C2)N1C1COC1)C1=CC=C(C=C1)S(=O)(=O)C 1,4-dimethyl-2-(4-(methylsulfonyl)phenyl)-6-(1-(8-(oxetan-3-yl)-8-azabicyclo[3.2.1]octan-3-yl)piperidin-4-yl)-1H-benzo[d]imidazole